C(C1=CC=CC=C1)OCCCC1=CC=CC=2N(C(N(C21)C)=O)C=2C(=NC(=CC2)OCC2=CC=CC=C2)OCC2=CC=CC=C2 4-(3-(benzyloxy)propyl)-1-(2,6-bis(benzyloxy)pyridin-3-yl)-3-methyl-1,3-dihydro-2H-benzo[d]imidazol-2-one